N1CCCCC12CN(CCC2)C2=C1C(=NC=C2)N(C=C1C1=NC=CC=C1)COCC[Si](C)(C)C 2-[[4-(1,8-diazaspiro[5.5]undecan-8-yl)-3-(2-pyridyl)pyrrolo[2,3-b]pyridin-1-yl]methoxy]ethyl-trimethyl-silane